N[C@@H]1CC[C@H](CC1)C1(NC=C(C(=N1)NC1=C(C(=CC=C1)C1=NN(C=N1)C)OC)Cl)N 2-(trans-4-aminocyclohexyl)-5-chloro-N4-(2-methoxy-3-(1-methyl-1H-1,2,4-triazol-3-yl)phenyl)pyrimidine-2,4-diamine